1-cyclohexylmethyl-N-((4,6-dimethyl-2-oxo-1,2-dihydropyridin-3-yl)methyl)-3-methyl-6-(6-methyl-7-oxo-6,7-dihydro-1H-pyrrolo[2,3-C]pyridin-4-yl)-1H-indole-4-carboxamide C1(CCCCC1)CN1C=C(C=2C(=CC(=CC12)C=1C2=C(C(N(C1)C)=O)NC=C2)C(=O)NCC=2C(NC(=CC2C)C)=O)C